C(C)(C)(C)OC(=O)N1N=C(C2=CC=C(C=C12)[C@@H]1C[C@@]12C(N(C1=CC=C(C=C21)OC)C(=O)OC(C)(C)C)=O)NC2=C(C=C(C=C2)S(=O)(=O)C)OCC tert-butyl (1R,2S)-2-[1-(tert-butoxycarbonyl)-3-[(2-ethoxy-4-methanesulfonylphenyl)amino]indazol-6-yl]-5'-methoxy-2'-oxospiro[cyclopropane-1,3'-indole]-1'-carboxylate